Cl.F[C@@H]1[C@@H](CNCC1)C (3r,4s)-4-fluoro-3-methylpiperidine hydrochloride